1,4-diamino-piperazine NN1CCN(CC1)N